The molecule is a bioactive sphingoid which is the 1-deoxymethyl derivative of sphinganine. It is an amino alcohol and a sphingoid. It derives from a sphinganine. It is a conjugate base of a 1-deoxymethylsphinganine(1+). CCCCCCCCCCCCCCC[C@H](CN)O